OC1=C2C3[C@H](C(OC2=CC(=C1)CCCCCCCC(=O)O)=C)CCC(=C3)C 8-[(6Ar)-1-hydroxy-9-methyl-6-methylidene-6a,7,8,10a-tetrahydrobenzo[c]chromen-3-yl]octanoic acid